(2R,3R)-2-acetamido-3-methyl-3-phenylalanine methyl-3-methoxythiophene-2-carboxylate CC=1C(=C(SC1)C(=O)O)OC.C(C)(=O)N[C@](N)([C@@H](C1=CC=CC=C1)C)C(=O)O